(R)-1-(3-(3-chloro-6-(1-propyl-1H-pyrazol-4-ylamino)-1H-pyrazolo[3,4-d]pyrimidin-4-ylamino)piperidin-1-yl)prop-2-en-1-one ClC1=NNC2=NC(=NC(=C21)N[C@H]2CN(CCC2)C(C=C)=O)NC=2C=NN(C2)CCC